2-ethyl-1,1,3,3-tetramethylisothiouronium C(C)SC(N(C)C)=[N+](C)C